ClC1=C(C(=O)NC2=CC=C(C=C2)N2C3=C(NC(CC2=O)=O)C2=CC=CC=C2C=C3)C=CC(=C1)Cl 5-[4-(2,4-dichlorobenzoylamino)phenyl]-1H-naphtho[1,2-B][1,4]diazepine-2,4(3H,5h)-dione